1-{[(2s,4s)-4-methyl-5-oxopyrrolidin-2-yl]methoxy}-7-(prop-2-yloxy)isoquinoline-6-carboxamide C[C@H]1C[C@H](NC1=O)COC1=NC=CC2=CC(=C(C=C12)OC(C)C)C(=O)N